NC1=NN2C(C=C(C=C2)C=2C=C(C(=NC2)OC)C(=O)N2CC(OCC2)CC2=CC=CC=C2)=N1 (5-(2-amino-[1,2,4]triazolo[1,5-a]pyridin-7-yl)-2-methoxypyridin-3-yl)(2-benzylmorpholino)methanone